2-methyl-4-(naphthalen-1-yl)quinazoline CC1=NC2=CC=CC=C2C(=N1)C1=CC=CC2=CC=CC=C12